C(C)(C)N1C(=NC(=C1)C(F)(F)F)N1CCC(CC1)CN (1-(1-isopropyl-4-(trifluoromethyl)-1H-imidazol-2-yl)piperidin-4-yl)methanamine